N[C@H]1C[C@@H](O[C@H]([C@H]1O)C)O[C@@H]1C=2C(=C3C(C=4C(=CC=CC4C(C3=C(C2C[C@](C1)(C(CO)=O)O)O)=O)OC)=O)O (7S,9S)-7-[(2R,4S,5S,6S)-4-Amino-5-hydroxy-6-methyloxan-2-yl]oxy-6,9,11-trihydroxy-9-(2-hydroxyacetyl)-4-methoxy-8,10-dihydro-7H-tetracene-5,12-dione